(S)-5-((5-(4-chloro-2-fluoro-6-(morpholin-2-ylmethoxy)phenyl)-1H-pyrazol-3-yl)amino)pyrazine-2-carbonitrile ClC1=CC(=C(C(=C1)OC[C@@H]1CNCCO1)C1=CC(=NN1)NC=1N=CC(=NC1)C#N)F